2-chloro-4-(4-(2,4-difluorophenoxy)piperidin-1-yl)-6-methyl-3-nitropyridine ClC1=NC(=CC(=C1[N+](=O)[O-])N1CCC(CC1)OC1=C(C=C(C=C1)F)F)C